tert-Butyl 4-(2-((2-methyl-3-((5-(methylthio)pyrimidin-2-yl)amino)propyl)amino)benzo[d]thiazol-6-yl)-1H-pyrazole-1-carboxylate CC(CNC=1SC2=C(N1)C=CC(=C2)C=2C=NN(C2)C(=O)OC(C)(C)C)CNC2=NC=C(C=N2)SC